O=C1C(N=C(O1)C1=CC=C(C=C1)NC(C)=O)=CC=1SC=CC1 N-(4-(5-oxo-4-(thiophen-2-ylmethylene)-4,5-dihydrooxazol-2-yl)phenyl)acetamide